C(C)(C)[C@]1([C@@H](C1)C(=O)O)C1=CC=CC=C1 (1R,2R)-2-isopropyl-2-phenylcyclopropane-1-carboxylic acid